Br[C@H]1CC(OCC1)(C)C |r| rac-(R)-4-bromo-2,2-dimethyltetrahydro-2H-pyran